Cl.O[C@H]1[C@@H](CCCC1)NC=1N=NC(=C(N1)C)C1=C(C=C(C=C1)OC)O 2-(3-{[(1r,2r)-2-hydroxycyclohexyl]amino}-5-methyl-1,2,4-triazin-6-yl)-5-methoxyphenol monohydrochloride